ClC=1C=CC=C2C=CC=C(C12)C=1C(=CC2=C(N=C(N=C2N2[C@@H]3CCN([C@@H]3C2)C(C=C)=O)OC[C@H]2N(CCC2)C)N1)F 1-((1R,5R)-6-(7-(8-chloronaphthalen-1-yl)-6-fluoro-2-(((S)-1-methylpyrrolidin-2-yl)methoxy)pyridino[2,3-d]pyrimidin-4-yl)-2,6-diazabicyclo[3.2.0]hept-2-yl)prop-2-en-1-one